3-(2-(allyl-(methyl)amino)ethyl)-7-fluoro-1H-indol-5-ol C(C=C)N(CCC1=CNC2=C(C=C(C=C12)O)F)C